C(C1=CC=CC=C1)OC(=O)[C@H]1[C@@H](CC(C[C@@H]1C1=CC=C(C=C1)Br)COC)C(=O)O |r| rac-(1R,2R,3S)-2-((benzyloxy)carbonyl)-3-(4-bromophenyl)-5-(methoxymethyl)cyclohexane-1-carboxylic acid